3-(isoquinolin-4-yl)-2-oxo-1-(2-(trifluoromethyl)pyrimidin-5-yl)imidazoline-4-carbonitrile C1=NC=C(C2=CC=CC=C12)N1C(N(CC1C#N)C=1C=NC(=NC1)C(F)(F)F)=O